C(C)OC1=C(C=C2CCN(C(C2=C1)CCC1=CNC2=CC=C(C=C12)OC)C(=O)C=1OC=CN1)OC (7-ethoxy-6-methoxy-1-(2-(5-methoxy-1H-indol-3-yl)ethyl)-3,4-dihydroisoquinolin-2(1H)-yl)(oxazol-2-yl)methanone